(S)-l-1-(3,4-bis(benzyloxy)phenyl)prop-2-en-1-ol C(C1=CC=CC=C1)OC=1C=C(C=CC1OCC1=CC=CC=C1)[C@H](C=C)O